methylaminopropyl-phosphorus CNCCC[P]